7,9-Difluoro-8-(6-fluoro-1-methylsulfonyl-1H-indazol-4-yl)-1,4,4-trimethyl-5H-[1,2,4]triazolo[4,3-a]quinoxaline FC=1C=C2NC(C=3N(C2=C(C1C1=C2C=NN(C2=CC(=C1)F)S(=O)(=O)C)F)C(=NN3)C)(C)C